(R)-4-chloro-5-(((tetrahydro-2H-pyran-3-yl)methyl)amino)-2-(1-(o-tolyl)piperidin-4-yl)pyridazin-3(2H)-one ClC=1C(N(N=CC1NC[C@@H]1COCCC1)C1CCN(CC1)C1=C(C=CC=C1)C)=O